C(C)(=O)O[C@@H]1[C@@H](O[C@H]([C@H]([C@@H]1OC(C)=O)OC(C)=O)N1N=NC(=C1)C1=CC=C(C=C1)C=C)C(=O)OC (2R,3S,4R,5S,6R)-2-(methoxycarbonyl)-6-(4-(4-vinylphenyl)-1H-1,2,3-triazol-1-yl)tetrahydro-2H-pyran-3,4,5-triyl triacetate